[1-(4,4-dimethyl-2,6-dioxan-1-ylidene)ethyl]-L-lysine CC1(COC(OC1)=C(C)N[C@@H](CCCCN)C(=O)O)C